FC1=C2C3=C(NC2=C(C=C1F)N(C=O)C)N=C(N=C3N3[C@H]1C[C@@H]([C@@H](C3)C1)NC=O)OC=1C=NC(=NC1)[C@@H](C)O |&1:22| N-(5,6-difluoro-4-((1R,4R,SR)-5-formamido-2-azabicyclo[2.2.1]heptan-2-yl)-2-((2-((R)-1-hydroxyethyl)pyrimidin-5-yl)oxy)-9H-pyrimido[4,5-b]indol-8-yl)-N-methylformamide